5-thia-1-azabicyclo[4.2.0]oct-2-ene-2-carboxylic acid trihydrate O.O.O.N12C(=CCSC2CC1)C(=O)O